(2R,4S,5R)-N-((S)-1-(((6-amino-2-methylpyridin-3-yl)methyl)amino)-1-oxopropan-2-yl)-4-benzyl-5-ethylpyrrolidine-2-carboxamide di-trifluoroacetate FC(C(=O)O)(F)F.FC(C(=O)O)(F)F.NC1=CC=C(C(=N1)C)CNC([C@H](C)NC(=O)[C@@H]1N[C@@H]([C@H](C1)CC1=CC=CC=C1)CC)=O